O-β-D-glucopyranosyl-(1→2) β-D-glucopyranoside O([C@H]1[C@H](O)[C@@H](O)[C@H](O)[C@H](O1)CO)[C@H]1[C@H](O)[C@@H](O)[C@H](O)[C@H](O1)CO